(2R,3S,4R,5R)-2-(((2-amino-3-bromoquinolin-7-yl)oxy)methyl)-5-(4-methoxy-7H-pyrrolo[2,3-d]pyrimidin-7-yl)tetrahydrothiophene NC1=NC2=CC(=CC=C2C=C1Br)OC[C@@H]1S[C@H](CC1)N1C=CC2=C1N=CN=C2OC